C(C(C)C)OC(C(C(C(=O)OCC(C)C)C1CCCCC1)(C)C1CCCCC1)=O.C(C)C1(COC1)COCCCCOCC1(COC1)CC 1,2-bis[(3-ethyl-3-oxetanylmethoxy)methyl]ethane diisobutyl-2,3-dicyclohexyl-2-methylsuccinate